9-(2-adamantylidene)-N-methylacridan C12C(C3CC(CC(C1)C3)C2)=C2C3=CC=CC=C3N(C=3C=CC=CC23)C